CON(C(=O)C1(CC1)C1=CC=CC=C1)C N-methoxy-N-methyl-1-phenylcyclopropanecarboxamide